4-isopropyl-1,2,5-oxadiazole-3-carboxylic acid C(C)(C)C=1C(=NON1)C(=O)O